1-(4-trifluoromethyl-pyrimidine-2-yl)piperazine FC(C1=NC(=NC=C1)N1CCNCC1)(F)F